3-{1-OXO-4-[4-(4-TRIFLUOROMETHYL-IMIDAZOL-1-YL-METHYL)-BENZYLOXY]-1,3-DIHYDRO-ISOINDOL-2-YL}-PIPERIDINE-2,6-DIONE O=C1N(CC2=C(C=CC=C12)OCC1=CC=C(C=C1)CN1C=NC(=C1)C(F)(F)F)C1C(NC(CC1)=O)=O